COC=1C(OC(=CC1NC1(CCCC1)COC)C(=O)NC=1SC(=NN1)N1N=CC=C1C)=O 3-methoxy-4-((1-(methoxymethyl)cyclopentyl)amino)-N-(5-(5-methyl-1H-pyrazol-1-yl)-1,3,4-thiadiazol-2-yl)-2-oxo-2H-pyran-6-carboxamide